(2s,3s,4r,5r)-5-(2-(5-ethoxypyridin-3-yl)-6-(methylamino)-9H-purin-9-yl)-3,4-dihydroxy-N-methoxytetrahydrofuran-2-carboxamide C(C)OC=1C=C(C=NC1)C1=NC(=C2N=CN(C2=N1)[C@H]1[C@@H]([C@@H]([C@H](O1)C(=O)NOC)O)O)NC